N-ethyl-2-(5-methoxy-6-methyl-1H-indol-3-yl)-N-methyl-2-oxoacetamide C(C)N(C(C(=O)C1=CNC2=CC(=C(C=C12)OC)C)=O)C